7-(naphthalen-2-yl)-4-(3,4,5-trimethoxybenzoyl)-3,4-dihydroquinoxalin-2(1H)-one C1=C(C=CC2=CC=CC=C12)C1=CC=C2N(CC(NC2=C1)=O)C(C1=CC(=C(C(=C1)OC)OC)OC)=O